OC[C@H](C)N1C=NC2=C(C1=O)C=C(N=C2C=2C=NC=CC2)C=2C=NSC2 (S)-3-(1-hydroxy-prop-2-yl)-6-(isothiazol-4-yl)-8-(pyridin-3-yl)pyrido[3,4-d]pyrimidin-4(3H)-one